N1CCC=2C(=CC=CC12)C=O indoline-4-carbaldehyde